di(xylyl) phosphate P(=O)(OC1=C(C(=CC=C1)C)C)(OC1=C(C(=CC=C1)C)C)[O-]